Cl.C(CC1=CC=CC=C1)N1CCC(CC1)CN1N=CC=C(C1=O)C1=CC=CC=C1 ((1-Phenethylpiperidin-4-yl)methyl)-4-phenylpyridazin-3(2H)-one hydrochloride